C(C1=CC=CC=C1)N1C[C@](CC1)(C(=O)OC)NC(=O)OC(C)(C)C methyl (R)-1-benzyl-3-((tert-butoxycarbonyl)amino)pyrrolidine-3-carboxylate